BrC1=CC=CC2=C1SC(=C2)C2=C(C(=NC(=C2C(=O)OCC)CCC2=CC=C(C=C2)F)CC(C)C)C(N)=O ethyl 4-(7-bromobenzo[b]thiophen-2-yl)-5-carbamoyl-2-(4-fluorophenethyl)-6-isobutylnicotinate